(S)-3-(Boc-amino)-4-(3-bromophenyl)butanoic acid C(=O)(OC(C)(C)C)N[C@H](CC(=O)O)CC1=CC(=CC=C1)Br